ClC(=O)OC(C)C iso-propyl chloroformate